C(C)(C)C1=CN=CC(=N1)NC=1C(=NOC1C1=CC=C(C(=N1)C)NC(=O)C1C(CCCC1)C(=O)O)C 2-((6-(4-((6-isopropylpyrazin-2-yl)amino)-3-methylisoxazol-5-yl)-2-methylpyridin-3-yl)carbamoyl)cyclohexane-1-carboxylic acid